7-(1-methylcyclopropyl)-7H-pyrrolo[2,3-d]pyrimidin-5-carboxamide CC1(CC1)N1C=C(C2=C1N=CN=C2)C(=O)N